C(C)(C)(C)OC(=O)N1CCC(CC1)COC1=C(C=C(C(=C1)OC)[N+](=O)[O-])Br 4-((2-bromo-5-methoxy-4-nitrophenoxy)methyl)piperidine-1-carboxylic acid tert-butyl ester